4-(5-(1,3-Dioxolan-2-yl)pyridin-2-yl)indoline O1C(OCC1)C=1C=CC(=NC1)C1=C2CCNC2=CC=C1